6-[(tert-butyldiphenylsilyl)oxy]-4-{4-chloro-6-[(1S)-1-[(2S)-1-methylpyrrolidin-2-yl]ethoxy]-1,3,5-triazin-2-yl}-6-methyl-1,4-oxazepane [Si](C1=CC=CC=C1)(C1=CC=CC=C1)(C(C)(C)C)OC1(CN(CCOC1)C1=NC(=NC(=N1)Cl)O[C@@H](C)[C@H]1N(CCC1)C)C